6-bromo-3-cyclopropylpyrido[3,2-d]pyrimidin-4-one BrC=1C=CC=2N=CN(C(C2N1)=O)C1CC1